tert-butyl (1S,2S,5R)-3-(5-bromo-7-chloro-2-(ethylthio)-8-fluoropyrido[4,3-d]pyrimidin-4-yl)-2-((S)-1-((triethylsilyl)oxy)propyl)-3,8-diazabicyclo[3.2.1]octane-8-carboxylate BrC1=NC(=C(C=2N=C(N=C(C21)N2[C@@H]([C@@H]1CC[C@H](C2)N1C(=O)OC(C)(C)C)[C@H](CC)O[Si](CC)(CC)CC)SCC)F)Cl